CN1C(=NN=C1)C[C@@H](C)C=1C=C(C=CC1)C1=NNC=2C1=NC=CC2 (R)-3-(3-(1-(4-methyl-4H-1,2,4-triazol-3-yl)propan-2-yl)phenyl)-1H-pyrazolo[4,3-b]Pyridine